COC=1C=C(CCC(=O)O)C=C(C1OC)OC 3,4,5-trimethoxydihydrocinnamic acid